2-((4-(2-(4-chloro-2-fluorophenyl)-3-oxo-3,4-dihydro-2H-benzo[b][1,4]oxazin-8-yl)piperidin-1-yl)methyl)-1-(((S)-oxetan-2-yl)methyl)-1H-benzo[d]imidazole-6-carboxylic acid ClC1=CC(=C(C=C1)C1C(NC2=C(O1)C(=CC=C2)C2CCN(CC2)CC2=NC1=C(N2C[C@H]2OCC2)C=C(C=C1)C(=O)O)=O)F